4-(8-bromo-2-oxo-2,3-dihydro-1H-imidazo[4,5-c]quinolin-1-yl)-N-methylbenzamide BrC1=CC=2C3=C(C=NC2C=C1)NC(N3C3=CC=C(C(=O)NC)C=C3)=O